O1C2=C(OCC1)C=C(C=C2)C=2C(=CC=C(C(=O)O)C2)F 5-(2,3-dihydrobenzo[b][1,4]dioxin-6-yl)-4-fluorobenzoic acid